(4-bromophenyl)-1-phenylbutanone BrC1=CC=C(C=C1)C(C(CC)=O)C1=CC=CC=C1